N-(2-(3,5-difluorophenoxy)-5H-pyrrolo[3,2-d]pyrimidin-7-yl)-4-(4-methylpiperazin-1-yl)-2-((tetrahydro-2H-pyran-4-yl)amino)benzamide FC=1C=C(OC=2N=CC3=C(N2)C(=CN3)NC(C3=C(C=C(C=C3)N3CCN(CC3)C)NC3CCOCC3)=O)C=C(C1)F